O-methyl-N-[(1S)-2-[(2R)-2-methyl-2-oxiranyl]-2-oxo-1-(phenylmethyl)ethyl]-L-serinamide COC[C@H](N)C(=O)N[C@H](C(=O)[C@@]1(OC1)C)CC1=CC=CC=C1